ClC=1C=C(C=CC1Cl)C(C(=O)NNC(=O)C1CN(CC12CCN(CC2)C(=O)OC(C)(C)C)C(=O)OCC=C)(F)F 2-allyl 8-(tert-butyl) 4-(2-(2-(3,4-dichlorophenyl)-2,2-difluoroacetyl)hydrazine-1-carbonyl)-2,8-diazaspiro[4.5]decane-2,8-dicarboxylate